S-(benzo[d]thiazol-2-yl)-N-benzylthiolamine S1C(=NC2=C1C=CC=C2)S2C(=CC=C2)NCC2=CC=CC=C2